3,4-Dimethyl-2,5-dimethoxy-phenethylamine CC=1C(=C(CCN)C=C(C1C)OC)OC